6-methoxyl-methylindazole formate C(=O)O.O(C)C1=CC=C2C(=NNC2=C1)C